ClC1=CC(=C(C=N1)C1=NC=CC(=C1)N1CC(C1)CC(F)F)N[C@H](CCO)C (S)-3-((6'-chloro-4-(3-(2,2-difluoroethyl)azetidin-1-yl)-[2,3'-bipyridin]-4'-yl)amino)butan-1-ol